8-fluoro-7-(hydroxymethyl)-3-methoxyquinoxalin-2(1H)-one FC=1C(=CC=C2N=C(C(NC12)=O)OC)CO